(4-((6,7-bis(2-methoxyethoxy)quinazolin-4-yl)oxy)-2-fluorophenyl)-2-oxoacetic acid COCCOC=1C=C2C(=NC=NC2=CC1OCCOC)OC1=CC(=C(C=C1)C(C(=O)O)=O)F